COC=1C=C2C=CC(=CC2=CC1)[C@@H](C(=O)O)C (S)-6-methoxy-alpha-methyl-2-naphthaleneacetic acid